AZIRINE N1C=C1